(R)-2-[4-(6-chloroquinoxaline-2-yloxy)phenoxy]propionic acid ClC=1C=C2N=CC(=NC2=CC1)OC1=CC=C(O[C@@H](C(=O)O)C)C=C1